FC=1C=C(C=CC1OC1=CC=NC2=CC(=C(N=C12)CC(=O)NC)OC)NC(=O)C=1C=NC(=C(C1O)C1=CC=C(C=C1)F)C N-[3-fluoro-4-[[7-methoxy-6-[2-(methylamino)-2-oxoethyl]-1,5-naphthyridin-4-yl]oxy]phenyl]-5-(4-fluorophenyl)-4-hydroxy-6-methylpyridine-3-carboxamide